6-ethoxyimidazo[1,5-a]pyridine-5-carboxylic acid C(C)OC=1C=CC=2N(C1C(=O)O)C=NC2